CN(C1=CC=C(C=C1)N1C(=C(C2=C(C(=CC=C12)O)CN1CCCCC1)C(=O)NC)C)C (4-(dimethylamino)phenyl)-5-hydroxy-N,2-dimethyl-4-(piperidin-1-ylmethyl)-1H-indole-3-formamide